C(CCCCCCCCC)C1=CC(=C(C=C1)C(C)=O)O 1-(4-decyl-2-hydroxyphenyl)ethanone